(2R)-2-amino-3-(pyridin-3-yl)propionic acid cyclobutyl ester C1(CCC1)OC([C@@H](CC=1C=NC=CC1)N)=O